C(CC)C=1N=CC(=NC1)C(=O)N 5-propylpyrazine-2-carboxamide